N-((1-(1-(4-(propan-2-ylidene)cyclohexyl)piperidin-4-yl)-3-(pyrrolidin-1-ylmethyl)-1H-pyrrolo[2,3-b]pyridin-2-yl)methyl)acetamide CC(C)=C1CCC(CC1)N1CCC(CC1)N1C(=C(C=2C1=NC=CC2)CN2CCCC2)CNC(C)=O